(4-(pyridin-4-ylmethoxy)but-2-yn-1-yl)isoindoline-1,3-dione N1=CC=C(C=C1)COCC#CCN1C(C2=CC=CC=C2C1=O)=O